C1(CC1)C=1C=C(C=2N(C(C=C(N2)N2CCCCC2)=O)C1)C(=C)OCC 7-cyclopropyl-9-(1-ethoxyvinyl)-2-(piperidin-1-yl)-4H-pyrido[1,2-a]pyrimidin-4-one